BrC1=C2CCNC(C2=CC(=C1)CCl)=O 5-bromo-7-(chloromethyl)-3,4-dihydroisoquinolin-1(2H)-one